O[C@H]1[C@@H](COCC1)NC=1N=CC(=C2C=CN(C(C12)=O)C)C1=CC=C(C=C1)C(F)(F)F 8-(((3R,4R)-4-hydroxytetrahydro-2H-pyran-3-yl)amino)-2-methyl-5-(4-(trifluoromethyl)phenyl)-2,7-naphthyridin-1(2H)-one